BrC=1C(=C2C(=NC1)N(C=C2)COCC[Si](C)(C)C)N(C(OCC)=O)[C@H]2CNCCC2 ethyl (R)-(5-bromo-1-((2-(trimethylsilyl)ethoxy)methyl)-1H-pyrrolo[2,3-b]pyridin-4-yl)(piperidin-3-yl)carbamate